β-maleimidohexanoic acid C1(C=CC(N1C(CC(=O)O)CCC)=O)=O